phenyl ethyl salicylate C1=CC=C(C=C1)CCOC(=O)C2=CC=CC=C2O